C(C)(C)(C)OC(N(CC=1SC=CC1)C1=C2C(=NC(=C1)Cl)C(=C(S2)C([C@H](C)NC(=O)OC(C)(C)C)(F)F)Cl)=O.CC(=CC(=O)O)C.C2(CCCCCN2)=O (ε-caprolactam) dimethyl-acrylate tert-Butyl-N-[2-[(2S)-2-(tert-butoxycarbonylamino)-1,1-difluoro-propyl]-3,5-dichloro-thieno[3,2-b]pyridin-7-yl]-N-(2-thienylmethyl)carbamate